tert-butyl 9-(2,6-dimethyl-4-prop-1-ynyl-phenyl)-8-methoxy-10-oxo-3-azaspiro[5.5]undeca-4,8-diene-3-carboxylate CC1=C(C(=CC(=C1)C#CC)C)C1=C(CC2(C=CN(CC2)C(=O)OC(C)(C)C)CC1=O)OC